6-fluoro-N-(4-fluorophenyl)-N-(tetrahydrofuran-3-yl)-1H-indole-2-carboxamide FC1=CC=C2C=C(NC2=C1)C(=O)N(C1COCC1)C1=CC=C(C=C1)F